trans-4-Isobutyramido-N-(3-(1-isopropyl-1H-pyrazol-4-yl)phenyl)-N-((trans-4-(4-methoxy-3-methylphenyl)cyclohexyl)methyl)cyclohexanecarboxamide C(C(C)C)(=O)N[C@@H]1CC[C@H](CC1)C(=O)N(C[C@@H]1CC[C@H](CC1)C1=CC(=C(C=C1)OC)C)C1=CC(=CC=C1)C=1C=NN(C1)C(C)C